BrC=1C=C2C(=NC(=NC2=CC1OC)CNC=O)N[C@H](C)C1=CC(=CC=C1)C(F)(F)F N-[(6-bromo-7-methoxy-4-{[(1R)-1-[3-(trifluoromethyl)phenyl]ethyl]amino}quinazolin-2-yl)methyl]formamide